(2'S,4S,7R)-2-chloro-2'-methyl-spiro[4,5-dihydrothieno[2,3-c]pyran-7,4'-piperidin]-4-ol ClC1=CC2=C(S1)[C@@]1(C[C@@H](NCC1)C)OC[C@H]2O